S1C=NC2=C1C=C(C=C2)S(=O)(=O)N2CC1=C(C2)CN(C1)C(=O)C1COC2=C1C=CC=C2 (5-(benzo[d]thiazol-6-ylsulfonyl)-3,4,5,6-tetrahydropyrrolo[3,4-c]pyrrol-2(1H)-yl)(2,3-dihydrobenzofuran-3-yl)methanone